OC1=C2CCC(CC2=CC=C1)N(C([C@H](C)N1C(=C(C(C=C1)=O)O)C)=O)CCC (S)-N-(5-hydroxy-1,2,3,4-tetrahydronaphthalen-2-yl)-2-(3-hydroxy-2-methyl-4-oxopyridin-1(4H)-yl)-N-propyl-propionamide